N-(4-nitrobenzenesulfonyl)butanamide tert-Butyl-4-[3-(2-fluoro-6-methyl-phenyl)-2-oxo-4H-pyrido[4,3-d]pyrimidin-1-yl]piperidine-1-carboxylate C(C)(C)(C)OC(=O)N1CCC(CC1)N1C(N(CC2=C1C=CN=C2)C2=C(C=CC=C2C)F)=O.[N+](=O)([O-])C2=CC=C(C=C2)S(=O)(=O)NC(CCC)=O